ClC1=C(C#N)C=CC(=C1)N1CC2(CC1)CCN(CC2)C2=CC=C(C=C2)C(=O)N2CCN(CC2)C=2C=C1C(N(C(C1=CC2)=O)C2C(NC(CC2)=O)=O)=O 2-chloro-4-(8-(4-(4-(2-(2,6-dioxopiperidin-3-yl)-1,3-dioxoisoindolin-5-yl)piperazine-1-carbonyl)phenyl)-2,8-diazaspiro[4.5]decan-2-yl)benzonitrile